ethylpyrazin-2-amine C(C)C=1C(=NC=CN1)N